CS(=O)(=O)OCC=1C(=NC=NC1)N1C(NC(CC1)=O)=O (4-(2,4-dioxotetrahydropyrimidin-1(2H)-yl)pyrimidin-5-yl)methyl methanesulfonate